C(=O)(OC(C)(C)C)C=1C(=C(C(=C(C(=O)NCC([C@@H](O)C2=CC=C(C=C2)F)(F)F)C1C(F)(F)F)F)C1=CC=2N(C=C1)N=C(N2)N)C(=O)OC(C)(C)C bis-Boc-(S)-3-(2-amino-[1,2,4]triazolo[1,5-a]pyridin-7-yl)-N-(2,2-difluoro-3-(4-fluorophenyl)-3-hydroxypropyl)-2-fluoro-6-(trifluoromethyl)benzamide